(Z)-1-acetyl-3-((5-tertiary butyl-1H-imidazole-4-yl)methylene)piperazine-2,5-dione C(C)(=O)N1C(/C(/NC(C1)=O)=C/C=1N=CNC1C(C)(C)C)=O